COC1=C(CNC2=NC=CC(=C2F)OB(O)O)C=CC(=C1)OC (2-((2,4-dimethoxybenzyl)amino)-3-fluoropyridin-4-yl)boric acid